sulfamoyl-[1,1':3',1''-terphenyl]-5'-carboxamide S(N)(=O)(=O)C1=C(C=CC=C1)C1=CC(=CC(=C1)C(=O)N)C1=CC=CC=C1